N-cyclopropyl-7-methoxy-6-{[2-(pyrrolidin-1-yl)ethoxy]methyl}-1,2,3,4-tetrahydroacridin-9-amine C1(CC1)NC=1C2=CC(=C(C=C2N=C2CCCCC12)COCCN1CCCC1)OC